ClC1=NC=CC=2[C@H](CCC3(OCCO3)C12)CO (S)-(1-chloro-6,7-dihydro-5H-spiro[isoquinoline-8,2'-[1,3]dioxolan]-5-yl)methanol